but-2-yn-1-yl (3R,4S)-3-{5-[4-amino-5-(trifluoromethyl)pyrrolo[2,1-f][1,2,4]triazin-7-yl]-2-methoxypyridine-3-amido}-4-fluoropyrrolidine-1-carboxylate NC1=NC=NN2C1=C(C=C2C=2C=C(C(=NC2)OC)C(=O)N[C@@H]2CN(C[C@@H]2F)C(=O)OCC#CC)C(F)(F)F